COC1=CC(=NC2=CC(=CC=C12)N)[C@@H]1[C@H](C1)C1=NC=CC(=N1)C |r| rac-4-methoxy-2-((1S*,2S*)-2-(4-methylpyrimidin-2-yl)cyclopropyl)quinolin-7-amine